C(C1=CC=CC=C1)N(C1CC2=CC=C(C=C2CC1)Br)CC N-benzyl-6-bromo-N-ethyl-1,2,3,4-tetrahydronaphthalen-2-amine